CC(=CCC=1C(=C(C(=O)O)C(=CC1O)CCCCC)O)CCC=C(C)C 3-(3,7-dimethylocta-2,6-dien-1-yl)-2,4-dihydroxy-6-pentylbenzoic acid